COC1C[C@H](N(CC1)CC1=C2C=CNC2=C(C=C1OC)C)C1=CC(=C(C(=O)O)C=C1)NC (S)-4-(4-methoxy-1-((5-methoxy-7-methyl-1H-indol-4-yl)methyl)piperidin-2-yl)-2-(methylamino)benzoic acid